(2-(2-aminoethoxy)ethoxy)acetic acid NCCOCCOCC(=O)O